C(C)(C)(C)[Si](OC[C@H]1NC([C@@H](N(C2=C(C1)C=CC(=C2)C=O)C)C(C)C)=O)(C2=CC=CC=C2)C2=CC=CC=C2 (2S,5S)-5-{[tert-butylbis(phenyl)siloxy]methyl}-2-isopropyl-1-methyl-3-oxo-1,2,3,4,5,6-hexahydro-1,4-benzodiazocine-9-carbaldehyde